C(C)(=O)N(C=1SC2=C(C1C(=O)N)C=CC(=C2)O)CC2=CC=CC=C2 2-[acetyl-(benzyl)amino]-6-hydroxy-1-benzothiophene-3-carboxamide